FC1(C=C(C2=C(N(C1)C)C=CC(=C2)C)C2=CC=CC=C2)F 3,3-difluoro-1,7-dimethyl-5-phenyl-1,3-dihydro-2H-benzo[b]azepin